5-[4-Chloro-3-(hydroxymethyl)pyridin-2-yl]-8-thia-4,5-diazatricyclo[7.4.0.02,7]trideca-1(9),2(7),3-trien-6-one ClC1=C(C(=NC=C1)N1N=CC=2C=3CCCCC3SC2C1=O)CO